2-(1,2,3,6,7,8-hexahydro-as-indacen-4-yl)acetic Acid C1CCC2=C(C=C3CCCC3=C12)CC(=O)O